Cl[Si](C)(C)C1C(=CC2=C(C=CC=C12)C1=CC=C(C=C1)C(C)(C)C)C(C)C chloro-(4-(4-tert-butylphenyl)-2-isopropyl-1H-inden-1-yl)-dimethylsilane